FC1=CC=C(C=C1)C1=NC(=NC(=C1)NN)N 4-(4-fluorophenyl)-6-hydrazinopyrimidin-2-amine